C[C@@H]1N([C@H](CNC1)C)C(=O)OC(C)(C)C tert-butyl (2S,6S)-2,6-dimethylpiperazine-1-carboxylate